((1s,3s)-3-Hydroxy-3-methylcyclobutyl)(7-((5-(trifluoromethoxy)pyridin-2-yl)oxy)-2-azaspiro[3.5]nonan-2-yl)methanon OC1(CC(C1)C(=O)N1CC2(C1)CCC(CC2)OC2=NC=C(C=C2)OC(F)(F)F)C